(2-(2-(difluoromethoxy)-7-methylquinoxalin-5-yl)benzo[d]Thiazol-7-yl)carbamic acid tetrahydro-2H-pyran-4-yl ester O1CCC(CC1)OC(NC1=CC=CC=2N=C(SC21)C2=C1N=CC(=NC1=CC(=C2)C)OC(F)F)=O